1,2-bis[4-(4-maleimidophenoxy)phenyl]ethane C1(C=CC(N1C1=CC=C(OC2=CC=C(C=C2)CCC2=CC=C(C=C2)OC2=CC=C(C=C2)N2C(C=CC2=O)=O)C=C1)=O)=O